F[Sb-](F)(F)(F)(F)F.C(C1=CC=CC=C1)N1C=[N+](C=C1)C 1-Benzyl-3-methylimidazolium hexafluoroantimonate